2,3-difluorophenylhydrazine hydrochloride Cl.FC1=C(C=CC=C1F)NN